NC1=C2C(=NC=N1)N(N=C2C2=CC=C(C=C2)OC2=CC=CC=C2)C2CCN(CC2)C(=O)N2CCN(CC2)CCN2CCN(CC2)C=2C=C1CN(C(C1=CC2)=O)C2C(NC(CC2)=O)=O 3-(5-(4-(2-(4-(4-(4-amino-3-(4-phenoxyphenyl)-1H-pyrazolo[3,4-d]pyrimidin-1-yl)piperidine-1-carbonyl)piperazin-1-yl)ethyl)piperazin-1-yl)-1-oxoisoindolin-2-yl)piperidine-2,6-dione